C1(CC1)CN1C(=CC2=CC=CC=C12)C1=NC2=C(N1CC1CN(C1)C(C1=CC=C(C=C1)C)=O)C(=CC(=C2)C(=O)N2[C@@H]1CC[C@H](C2)[C@H]1N)OC (1R,4R,7R)-2-{2-[1-(cyclopropylmethyl)-1H-indol-2-yl]-7-methoxy-1-{[1-(4-methylbenzoyl)azetidin-3-yl]methyl}-1H-1,3-benzodiazole-5-carbonyl}-2-azabicyclo[2.2.1]heptan-7-amine